4-fluoro-2-methoxy-1,1'-biphenyl FC1=CC(=C(C=C1)C1=CC=CC=C1)OC